2-(3-(allyloxy)phenoxy)-N-(6-quinolyl)acetamide C(C=C)OC=1C=C(OCC(=O)NC=2C=C3C=CC=NC3=CC2)C=CC1